NC=1C=CC(=C(C(=O)O)C1)Cl 5-Amino-2-chlorobenzoic acid